1-(3-(3,6-difluoro-9H-carbazol-9-yl)-2-hydroxy-2-methylpropyl)-3-isopropylpiperidin-2-one FC=1C=CC=2N(C3=CC=C(C=C3C2C1)F)CC(CN1C(C(CCC1)C(C)C)=O)(C)O